N-{2-[1-(2-methoxyethyl)pyrrolidin-2-yl]imidazo[1,2-a]pyridin-6-yl}-1,3-dimethyl-1H-indazole-6-carboxamide COCCN1C(CCC1)C=1N=C2N(C=C(C=C2)NC(=O)C2=CC=C3C(=NN(C3=C2)C)C)C1